C(C)N(C(=O)C1=CC2=CC(=C(C(=C2C=C1C(=O)N(CC)CC)[N+](=O)[O-])O)O)CC N2,N2,N3,N3-Tetraethyl-6,7-dihydroxy-5-nitro-naphthalin-2,3-dicarboxamid